(2-methyl-6-(6-methyl-7-oxo-6,7-dihydro-1H-pyrrolo[2,3-c]pyridin-4-yl)-1-(4-bromobenzyl)-1H-benzo[d]imidazol-4-yl)ethylsulfonamide CC1=NC2=C(N1CC1=CC=C(C=C1)Br)C=C(C=C2CCS(=O)(=O)N)C=2C1=C(C(N(C2)C)=O)NC=C1